N-(tert-butyl)-1-(4-(6-(((1S,2S,3R,5R)-2-fluoro-8-azabicyclo[3.2.1]octan-3-yl)(methyl)amino)pyridazin-3-yl)-3-hydroxyphenyl)-1H-imidazole-4-carboxamide C(C)(C)(C)NC(=O)C=1N=CN(C1)C1=CC(=C(C=C1)C=1N=NC(=CC1)N(C)[C@H]1[C@H]([C@@H]2CC[C@H](C1)N2)F)O